[Nd].[Pr] Praseodymium-Neodymium